BrC1=CC=C(C=C1)C1(C(N(C(CC1)=O)C(=O)OC(C)(C)C)=O)C tert-Butyl 3-(4-bromophenyl)-3-methyl-2,6-dioxopiperidine-1-carboxylate